1-(p-thienyl-benzyl)imidazole S1C(=CC=C1)C1=CC=C(CN2C=NC=C2)C=C1